2-(6-bromo-1-oxospiro[3H-isoquinoline-4,3'-oxetane]-2-yl)-N-pyrimidin-2-ylacetamide BrC=1C=C2C(=CC1)C(N(CC21COC1)CC(=O)NC1=NC=CC=N1)=O